NC1=C(C=C(C(=O)OC)C=C1)C1=CC2(C1)CCOCC2 methyl 4-amino-3-[7-oxaspiro[3.5]non-1-en-2-yl]benzoate